COC=1C=C(C=O)C=CC1OC(F)(F)F 3-methoxy-4-(trifluoromethoxy)benzaldehyde